(2R)-2-ethynylpiperidine-1-carboxylic acid tert-butyl ester C(C)(C)(C)OC(=O)N1[C@H](CCCC1)C#C